2-(4-iodo-2-(6-azaspiro[2.5]octan-6-yl)benzoyl)hydrazine-1-carboxylic acid tert-butyl ester C(C)(C)(C)OC(=O)NNC(C1=C(C=C(C=C1)I)N1CCC2(CC2)CC1)=O